α,α'-bis(2-methyl-4-aminophenyl)-1,4-diisopropylbenzene CC1=C(C=CC(=C1)N)C(C)(C)C1=CC=C(C=C1)C(C)(C)C1=C(C=C(C=C1)N)C